[4-[4-amino-2-(N-(2-amino-1-methyl-2-oxo-ethyl)-4-fluoro-anilino)thiazole-5-carbonyl]phenoxy]-N-[(4-chlorophenyl)methyl]-2-methyl-propionamide NC=1N=C(SC1C(=O)C1=CC=C(OC(C(=O)NCC2=CC=C(C=C2)Cl)(C)C)C=C1)N(C1=CC=C(C=C1)F)C(C(=O)N)C